6-(1-fluoro-1-methyl-ethyl)-N4-(2,3,5,6-tetrafluorophenyl)-1,3,5-triazine-2,4-diamine FC(C)(C)C1=NC(=NC(=N1)N)NC1=C(C(=CC(=C1F)F)F)F